terphenylOne C=1(C(CC=CC1)=O)C=1C(=CC=CC1)C1=CC=CC=C1